ClC1=CC=C(C(=N1)NN)C1(OCCO1)C [6-chloro-3-(2-methyl-1,3-dioxolan-2-yl)-2-pyridyl]hydrazine